tert-butyl 4-[4-(2,6-dioxo-3-piperidyl)-3-methoxy-phenyl]piperazine-1-carboxylate O=C1NC(CCC1C1=C(C=C(C=C1)N1CCN(CC1)C(=O)OC(C)(C)C)OC)=O